ClC1=NC=CC(=N1)NC=1C=C2C(=CNC(C2=CC1)=O)C 6-[(2-chloropyrimidin-4-yl)amino]-4-methyl-2H-isoquinolin-1-one